3-(3-(2-((3-(2-carboxy-2-(pyrrolidin-3-yl)ethyl)benzyl)(2-((3-(2-carboxy-2-(pyrrolidin-3-yl)ethyl)benzyl)oxy)ethyl)amino)-2-oxoethyl)phenyl)-2-(pyrrolidin-3-yl)propanoic acid C(=O)(O)C(CC=1C=C(CN(C(CC=2C=C(C=CC2)CC(C(=O)O)C2CNCC2)=O)CCOCC2=CC(=CC=C2)CC(C2CNCC2)C(=O)O)C=CC1)C1CNCC1